CC=1C=C(C=C2C=NNC12)C[C@H](C(=O)N1CCN(CC1)C1CCN(CC1)C)NC(=O)N1CC[C@]2(C3=C(NC(O2)=O)N=CC=C3)CCC1 (S)-N-((R)-3-(7-methyl-1H-indazol-5-yl)-1-(4-(1-methylpiperidin-4-yl)piperazine-1-yl)-1-oxopropan-2-yl)-2'-oxo-1',2'-dihydrospiro[azepane-4,4'-pyrido[2,3-d][1,3]oxazine]-1-carboxamide